rel-5-fluoro-4-iodo-2-methyl-6-{[(1r,4r)-4-(trifluoromethyl)-cyclohexyl]oxy}pyrimidine FC=1C(=NC(=NC1OC1CCC(CC1)C(F)(F)F)C)I